ClC1=CC(=C(C=C1Cl)O)C(C1=CC=NC=C1)O 4,5-dichloro-2-[hydroxy(pyridin-4-yl)methyl]phenol